4-methylthiazole-5-sulfonimidamide CC=1N=CSC1S(=O)(N)=N